COC1=CC=C(C=C1)C(OC[C@H]1CC[C@H](CN1)O)(C1=CC=CC=C1)C1=CC=C(C=C1)OC (3R,6R)-6-((bis(4-methoxyphenyl)(phenyl)methoxy)methyl)-piperidin-3-ol